(2S,3R)-N-[(1S)-1-cyano-2-[(3S)-2-oxopyrrolidin-3-yl]ethyl]-1-[(2S)-3,3-dimethyl-2-[(2,2,2-trifluoroacetyl)amino]butanoyl]-3-methoxy-pyrrolidine-2-carboxamide C(#N)[C@H](C[C@H]1C(NCC1)=O)NC(=O)[C@H]1N(CC[C@H]1OC)C([C@H](C(C)(C)C)NC(C(F)(F)F)=O)=O